3-cyano-4-Fluoroaniline C(#N)C=1C=C(N)C=CC1F